2-[4-(2-triphenylenyl)phenyl]-1,10-phenanthroline C1=C(C=CC=2C3=CC=CC=C3C3=CC=CC=C3C12)C1=CC=C(C=C1)C1=NC2=C3N=CC=CC3=CC=C2C=C1